6-isopropoxypyridine-2,4-dicarboxylic acid 4-(tert-butyl) ester 2-methyl ester COC(=O)C1=NC(=CC(=C1)C(=O)OC(C)(C)C)OC(C)C